(2S,3R,4R)-1-acetyl-2-cyclopropyl-4-((5-fluoropyridin-2-yl)amino)-N-(2-hydroxyethyl)-3-methyl-1,2,3,4-tetrahydroquinoline-6-carboxamide C(C)(=O)N1[C@H]([C@@H]([C@H](C2=CC(=CC=C12)C(=O)NCCO)NC1=NC=C(C=C1)F)C)C1CC1